C1(CC1)S(=O)(=O)CC1=C(CNC(CCC)P(OC2=CC=CC=C2)(OC2=CC=CC=C2)=O)C=CC=C1 diphenyl (1-((2-((cyclopropylsulfonyl)methyl)benzyl)amino)butyl)phosphonate